6-((2-methoxypyridin-3-yl)amino)nicotinamide COC1=NC=CC=C1NC1=NC=C(C(=O)N)C=C1